2-Methoxy-6-thiophen-2-yl-[4,4']bipyridinyl-3-carbonitrile COC1=NC(=CC(=C1C#N)C1=CC=NC=C1)C=1SC=CC1